6-fluoro-10-(hydroxymethyl)-2-methyl-7-(6-(3-(piperidin-1-yl)propoxy)pyridin-3-yl)-9,10-dihydro-8-oxo-2,4,10a-triazanaphtho[2,1,8-cde]Azulene-1(2H)-one FC=1C=C2N=CC=3N(C(N4C(CC(C(=C2C34)C1C=1C=NC(=CC1)OCCCN1CCCCC1)=O)CO)=O)C